FC1=C(C=C(C=C1)OC(F)(F)F)[N+](=O)[O-] 1-fluoro-2-nitro-4-(trifluoromethoxy)-benzene